C1(CC1)N1CCN(CC1)C1CCN(CC1)C1=C(C=C(C(=C1)OC)NC1=NC=NC(=C1)N1OCC[C@@H]1C1=CC2=CC=CC=C2C=C1)NC(C=C)=O N-(2-(4-(4-cyclopropyl-piperazine-1-yl)piperidine-1-yl)-4-methoxy-5-((6-((R)-3-(naphthalene-2-yl)isoxazolidine-2-yl)pyrimidine-4-yl)amino)-phenyl)acrylamide